FC(COC1=NC=CC(=N1)CNC(=O)NCCC1(CC1)C(F)(F)F)(F)F 1-((2-(2,2,2-Trifluoroethoxy)pyrimidin-4-yl)methyl)-3-(2-(1-(trifluoromethyl)cyclopropyl)ethyl)urea